ClC1=CC=C2C(=NC(N(C2=C1)C1=C(C=CC=C1)Cl)=O)NC 7-chloro-1-(2-chlorophenyl)-4-(methylamino)quinazolin-2(1H)-one